OC(COC(CO)C)C 2-(2-hydroxy-propoxy)-1-propanol